ClC1=CC(=C(C=C1)C=1C=2N(C(=NN1)N[C@H]1CN(CCC1)C)C=CC2)OC(F)F 1-[4-Chloro-2-(difluoromethoxy)phenyl]-N-[(3R)-1-methyl-3-piperidyl]pyrrolo[1,2-d][1,2,4]triazin-4-amine